1-(4-(2-bromophenyl)butyl)-6-(2-hydroxypropan-2-yl)-N-methoxy-N-methyl-1H-pyrrolo[2,3-b]pyridine-2-carboxamide BrC1=C(C=CC=C1)CCCCN1C(=CC=2C1=NC(=CC2)C(C)(C)O)C(=O)N(C)OC